(±)-4-(5-Chloro-3-(2-((2R)-2-hydroxy-7-azabicyclo[2.2.1]heptan-7-yl)acetyl)-2-methyl-1H-pyrrol-1-yl)benzonitrile ClC1=CC(=C(N1C1=CC=C(C#N)C=C1)C)C(CN1C2[C@@H](CC1CC2)O)=O